N1(CCC1)C=1C=CC2=C(N(C(=N2)C=2C(=C(C(=C(C2)OC)O)O)C)C2COC2)C1 4-(6-(azetidin-1-yl)-1-(oxetan-3-yl)-1H-benzo[d]imidazol-2-yl)-6-methoxy-3-methylbenzene-1,2-diol